6-(2,3-dihydro-1,4-benzodioxin-5-yl)-7-fluoro-2-[(4S)-4-[[6-oxo-5-(trifluoromethyl)-1H-pyridazin-4-yl]amino]pentyl]isoquinolin-1-one O1CCOC2=C1C=CC=C2C=2C=C1C=CN(C(C1=CC2F)=O)CCC[C@H](C)NC=2C=NNC(C2C(F)(F)F)=O